C(C)C(C=O)=CCC1C(C2(CC2C1)COC)(C)C 2-ethyl-4-[1-(methoxymethyl)-2,2-dimethyl-3-bicyclo[3.1.0]hexanyl]but-2-enal